FC=1C(=C(C=CC1)C=1CCCC2=C(C1C1=CC=C(C=C1)CC1CN(C1)CCCF)C=CC=C2)C 8-(3-Fluoro-2-methylphenyl)-9-(4-((1-(3-fluoropropyl)azetidin-3-yl)methyl)phenyl)-6,7-dihydro-5H-benzo[7]annulen